1-(2-chlorophenyl)-2-methyl-1H-imidazole-4-carboxylic acid ClC1=C(C=CC=C1)N1C(=NC(=C1)C(=O)O)C